benzyl 1-(((di-tert-butoxyphosphoryl)oxy)methyl)-5,6-difluoro-1H-indole-2-carboxylate C(C)(C)(C)OP(=O)(OC(C)(C)C)OCN1C(=CC2=CC(=C(C=C12)F)F)C(=O)OCC1=CC=CC=C1